NC=1C2=C(N=CN1)N(C=C2C2=NN(C=C2)C)[C@H]2[C@H]([C@@H]([C@H](O2)C(=O)NC2=CC=C1C=CC(=NC1=C2)N2CCC2)O[Si](C)(C)C(C)(C)C)F (2S,3R,4S,5R)-5-[4-amino-5-(1-methyl-1H-pyrazol-3-yl)-7H-pyrrolo[2,3-d]pyrimidin-7-yl]-N-[2-(azetidin-1-yl)quinolin-7-yl]-3-[(tert-butyldimethylsilyl)oxy]-4-fluorooxolane-2-carboxamide